N-((6S,7S)-6-((2,5-difluoro-[1,1'-biphenyl]-3-yl)methyl)-5-((R)-oxetane-2-carbonyl)-5-azaspiro[2.4]heptan-7-yl)ethanesulfonamide FC1=C(C=C(C=C1C[C@@H]1N(CC2(CC2)[C@@H]1NS(=O)(=O)CC)C(=O)[C@@H]1OCC1)F)C1=CC=CC=C1